COC(=O)C1(C(C2=CC(=C(C=C2C1)OC)OC)=O)C 5,6-dimethoxy-2-methyl-1-oxo-2,3-dihydro-1H-indene-2-carboxylic acid methyl ester